N-((3R,4S)-7-fluoro-3-(5-azaspiro[2.4]heptan-5-yl)chroman-4-yl)-6-(trifluoromethyl)-7H-pyrrolo[2,3-d]pyrimidin-4-amine FC1=CC=C2[C@@H]([C@H](COC2=C1)N1CC2(CC2)CC1)NC=1C2=C(N=CN1)NC(=C2)C(F)(F)F